CN(C=CC=1C(=C(C(=O)OC)C=CC1)[N+](=O)[O-])C methyl 3-(2-(dimethylamino) vinyl)-2-nitrobenzoate